3-(2-aminoethylthio)alanine hydrochloride Cl.NCCSC[C@H](N)C(=O)O